NC1CCN(CC1)CCCCC(=O)NC1=C(C(=O)NC=2N=NC(=CC2)OC)C=CC=C1 (5-(4-aminopiperidin-1-yl)pentanoylamino)-N-(6-methoxypyridazin-3-yl)benzamide